C1(CC1)N1N=C2C(N(C(N([C@H]2C)C2CCN(CC2)C=2C(=NC=CC2C)OC)=O)CC2=C(C=CC=C2)C2CC2)=C1 (S)-2-cyclopropyl-4-(2-cyclopropyl-benzyl)-6-(2'-methoxy-4'-methyl-3,4,5,6-tetrahydro-2H-[1,3']bipyridinyl-4-yl)-7-methyl-2,4,6,7-tetrahydro-pyrazolo[4,3-d]pyrimidin-5-one